(E)-4-((5-(diethylamino)thiophen-2-yl)methylene)-3-(trifluoromethyl)isoxazol-5(4H)-one C(C)N(C1=CC=C(S1)\C=C\1/C(=NOC1=O)C(F)(F)F)CC